O=C(COCC(=O)O)N1CC(CC1)OCC#C 2-[2-oxo-2-(3-prop-2-ynoxypyrrolidin-1-yl)ethoxy]acetic acid